3-(chloromethyl)-1-cyclopropyl-1H-pyrazole ClCC1=NN(C=C1)C1CC1